2-amino-N-(2-(dimethylamino)ethyl)-N-ethylacetamide NCC(=O)N(CC)CCN(C)C